2-(4-(2-(1-isopropyl-3-methyl-1H-1,2,4-triazol-5-yl)-5,6-dihydrobenzo[f]imidazo[1,2-d][1,4]oxazepin-9-yl)-1H-pyrazol-1-yl)-2-methylpropanamide C(C)(C)N1N=C(N=C1C=1N=C2N(CCOC3=C2C=CC(=C3)C=3C=NN(C3)C(C(=O)N)(C)C)C1)C